C1(CC1)N1N=C(C(=C1NC(CC1(CC1)C(F)(F)F)=O)C)C1CC(C1)(F)F N-(1-cyclopropyl-3-(3,3-difluorocyclobutyl)-4-methyl-1H-pyrazol-5-yl)-2-(1-(trifluoromethyl)cyclopropyl)acetamide